3-tert-butyl-1,2-phenylenediamine C(C)(C)(C)C=1C(=C(C=CC1)N)N